FC=1C=C(CN2C3=C(SC(C2)C)C=CC(=C3)NC(OC(C)(C)C)=O)C=C(C1)F tert-butyl (4-(3,5-difluorobenzyl)-2-methyl-3,4-dihydro-2H-benzo[b][1,4]thiazin-6-yl)carbamate